(3-acetyl-5-(6-methoxypyridin-3-yl)-1H-indazol-1-yl)acetic acid C(C)(=O)C1=NN(C2=CC=C(C=C12)C=1C=NC(=CC1)OC)CC(=O)O